N-(5-chloro-2-hydroxyphenyl)-2-(2-nonyl-1,3-dioxolan-2-yl)acetamide ClC=1C=CC(=C(C1)NC(CC1(OCCO1)CCCCCCCCC)=O)O